C(C)OC(=O)C1=NC(=NC(=C1N)C1=C2C=NN(C2=CC=C1C)C1OCCCC1)C=1C(=NC(=CC1)F)N 5-amino-2-(2-amino-6-fluoro-3-pyridinyl)-6-(5-methyl-1-tetrahydropyran-2-yl-indazol-4-yl)pyrimidine-4-carboxylic acid ethyl ester